4-[(3R)-oxopent-3-yloxy]-1,3-benzothiazole-6-carboxylic acid O=CC[C@@H](CC)OC1=CC(=CC2=C1N=CS2)C(=O)O